2-(2,4-dioxotetrahydropyrimidin-1(2H)-yl)-4-(iodomethyl)isoindoline-1,3-dione O=C1N(CCC(N1)=O)N1C(C2=CC=CC(=C2C1=O)CI)=O